(R)-1-(3-ethyl-4-((4-((3-(2-oxopiperidin-1-yl)propyl)amino)-5-(trifluoromethyl)pyrimidin-2-yl)amino)phenyl)pyrrolidine-3-carbonitrile C(C)C=1C=C(C=CC1NC1=NC=C(C(=N1)NCCCN1C(CCCC1)=O)C(F)(F)F)N1C[C@@H](CC1)C#N